ClC=1C=C(C(=C(C=NC(C(=O)O)CC2=CC=C(C=C2)O)C1)OC(C(C)C)=O)OC(C(C)C)=O 2-(5-chloro-2,3-bis(isobutyryloxy)benzylideneamino)-3-(4-hydroxyphenyl)propanoic acid